1-(4-chloro-2,6-dimethylpyrimidin-5-yl)cyclopropane-1-carboxylic acid ClC1=NC(=NC(=C1C1(CC1)C(=O)O)C)C